[Si](C1=CC=CC=C1)(C1=CC=CC=C1)(C(C)(C)C)OC1CC(CCC1)NC1=NC=NC(=C1[N+](=O)[O-])N(CC1=CC=C(C=C1)OC)CC1=CC=C(C=C1)OC N4-(3-((tert-butyldiphenylsilyl)oxy)cyclohexyl)-N6,N6-bis(4-methoxybenzyl)-5-nitropyrimidine-4,6-diamine